COC1=NN(C=C1C(=O)NC1=CC=CC(=N1)C1=NN=CN1[C@@H]1CN(CC1)C(=O)OC(C)(C)C)C tert-butyl (S)-3-(3-(6-(3-methoxy-1-methyl-1H-pyrazole-4-carboxamido)pyridin-2-yl)-4H-1,2,4-triazol-4-yl)pyrrolidine-1-carboxylate